(4-fluorophenyl)(2-((4-isobutoxybenzyl)amino)-4-(1-methylpyrrolidin-3-yl)pyridin-3-yl)methanol FC1=CC=C(C=C1)C(O)C=1C(=NC=CC1C1CN(CC1)C)NCC1=CC=C(C=C1)OCC(C)C